CC(OCC)OC(COC(OCC)C)C 4,6,9-trimethyl-3,5,8,10-tetraoxadodecane